(+-)-(2E)-3-(2-methylspiro[5.5]undec-2-en-1-yl)acrylaldehyde CC=1[C@@H](C2(CCC1)CCCCC2)/C=C/C=O |r|